6,6-dimethyl-morpholine-3-carboxylic acid CC1(OCC(NC1)C(=O)O)C